2-((2S)-4-(5-(8-chloronaphthalen-1-yl)-8-(((4R)-4-methoxy-1-methylpyrrolidin-2-yl)methoxy)-3,4-dihydro-2H-pyrano[2,3-f]quinazolin-10-yl)-1-(2-fluoroacryloyl)piperazin-2-yl)acetonitrile ClC=1C=CC=C2C=CC=C(C12)C1=C2C(=C3C(=NC(=NC3=C1)OCC1N(C[C@@H](C1)OC)C)N1C[C@@H](N(CC1)C(C(=C)F)=O)CC#N)OCCC2